tri-n-butylsilicon methacrylate C(C(=C)C)(=O)[O-].C(CCC)[Si+](CCCC)CCCC